4-[4-Chloro-3-(trifluoromethyl)phenyl]piperazine ClC1=C(C=C(C=C1)N1CCNCC1)C(F)(F)F